BrC=1C=C(C=CC1)CC(C)(C)NC(CCl)=O N-(1-(3-Bromophenyl)-2-methylpropan-2-yl)-2-chloroacetamide